1'-((3-ethyl-8-fluoro-2-carbonyl-1,2-dihydroquinolin-7-yl)methyl)-2-fluoro-N-methyl-1',2',3',6'-tetrahydro-[3,4'-bipyridine]-6-carboxamide C(C)C=1C(NC2=C(C(=CC=C2C1)CN1CCC(=CC1)C=1C(=NC(=CC1)C(=O)NC)F)F)=C=O